C(C)OC[C@]1(CC[C@@H]2[C@H]3CC[C@@]4([C@H](CC[C@H]4[C@@H]3CC[C@@H]2C1)C(=O)NC1=CC=NC=C1)C)O (3R,5R,8R,9R,10S,13S,14S,17S)-3-(ethoxymethyl)-3-hydroxy-13-methyl-N-(pyridin-4-yl)hexadecahydro-1H-cyclopenta[a]phenanthrene-17-carboxamide